FC(C1=NC=CC=C1C(=O)NC1=C2CCC(C2=CC=C1)(C)C)F 2-difluoromethyl-N-[(3R)-1,1-dimethyl-indan-4-yl]pyridine-3-carboxamide